(3s,4r)-1-(tert-butyl)-4-(4-chlorophenyl)pyrrolidine-3-carboxylic acid C(C)(C)(C)N1C[C@H]([C@@H](C1)C1=CC=C(C=C1)Cl)C(=O)O